C(#N)[C@H]1N(CC(C1)(F)F)C(CNC(=O)C1=CC=NC2=CC=C(C=C12)OCCCN1CCN(CC1)C(=O)OC(C)(C)C)=O (S)-tert-butyl 4-(3-((4-((2-(2-cyano-4,4-difluoropyrrolidin-1-yl)-2-oxoethyl)carbamoyl)quinolin-6-yl)oxy)propyl)piperazine-1-carboxylate